tert-butyl 4-[4-amino-1-(4-bromo-2-methoxyphenyl)-5-(ethoxycarbonyl)-1H-pyrazole-3-carbonyl]piperidine-1-carboxylate NC=1C(=NN(C1C(=O)OCC)C1=C(C=C(C=C1)Br)OC)C(=O)C1CCN(CC1)C(=O)OC(C)(C)C